C(C=CC1=CC=CC=C1)(=O)N[C@@H](CCCCNC(\C(=C\C)\C)=O)C(=O)OC methyl N2-cinnamoyl-N6-((E)-2-methylbut-2-enoyl)lysinate